2-ethyl-1-nitroso-2,3-dihydroquinolin-4-one C(C)C1N(C2=CC=CC=C2C(C1)=O)N=O